NC[C@@H]1N(CC(CC1)(F)F)C(=O)C1=NC(=CC=C1C)Br (R)-(2-(Aminomethyl)-5,5-difluoropiperidin-1-yl)(6-bromo-3-methylpyridin-2-yl)methanone